5-(2-(3,4-dichlorobenzyl)thiazol-4-yl)imidazo[2,1-b]thiazole ClC=1C=C(CC=2SC=C(N2)C2=CN=C3SC=CN32)C=CC1Cl